FC(C(=O)O)(F)F.C1(CCCC1)CC=1C=NC=2N(C1)C(=C(N2)C2=NC(=NN2)C(F)(F)F)C2=CN=CN2 5-[6-(cyclopentylmethyl)-3-(1H-imidazol-5-yl)imidazo[1,2-a]pyrimidin-2-yl]-3-(trifluoromethyl)-1H-1,2,4-triazole, trifluoroacetic acid salt